(2,3-Dihydrobenzofuran-2-yl)(1-(2-hydroxyethyl)-6-(3-methoxy-1H-pyrazol-4-yl)-1H-indazol-3-yl)methanone O1C(CC2=C1C=CC=C2)C(=O)C2=NN(C1=CC(=CC=C21)C=2C(=NNC2)OC)CCO